6-(1-methylpiperidin-4-yl)-4-morpholino-2-((3-(m-tolyl)-1H-pyrazol-5-yl)methyl)furo[3,2-d]pyrimidine CN1CCC(CC1)C1=CC=2N=C(N=C(C2O1)N1CCOCC1)CC1=CC(=NN1)C=1C=C(C=CC1)C